ClC=1N(C(=CN1)B(O)O)C 2-CHLORO-1-METHYL-1H-IMIDAZOL-5-YLBORONIC ACID